C(C1=CC=CC=C1)S(=O)(=O)N1CC(C(CC1)(O)C1=CC(=CC=C1)O)CN(C([2H])([2H])[2H])C 1-(Benzylsulfonyl)-4-(3-hydroxyphenyl)-3-((methyl(methyl-d3)amino)methyl)piperidin-4-ol